C(C)(=O)C1=CC=C(N=N1)OC1=CC=C(C=C1)C(C)(C)C1=CC=C(OC2CC(C2)NC(OC(C)(C)C)=O)C=C1 tert-butyl ((1s,3s)-3-(4-(2-(4-((6-acetylpyridazine-3-yl)oxy) phenyl)propan-2-yl)phenoxy)cyclobutyl)carbamate